di(3,5-di-tertiary butyl-4-hydroxyphenyl) sulfide C(C)(C)(C)C=1C=C(C=C(C1O)C(C)(C)C)SC1=CC(=C(C(=C1)C(C)(C)C)O)C(C)(C)C